C[C@H]1CN(CC2=CC=C(C=C12)N1C[C@]2(CC1=O)CNCC2)C2=C1C(=NC=C2)N(N=C1)C (5R)-2-[(4R)-4-methyl-2-(1-methylpyrazolo[3,4-b]pyridin-4-yl)-3,4-dihydro-1H-isoquinolin-6-yl]-2,7-diazaspiro[4.4]nonan-3-one